3-(2,3-Dichloro-phenyl)-2-(2-{3-[4-(2-hydroxy-ethyl)-piperazin-1-yl]-phenylamino}-pyrimidin-4-yl)-thiazolo[3,2-a]pyrimidin-5-one ClC1=C(C=CC=C1Cl)C1=C(SC=2N1C(C=CN2)=O)C2=NC(=NC=C2)NC2=CC(=CC=C2)N2CCN(CC2)CCO